2-((2-(dimethylamino)ethyl)(pentyl)amino)-1-ethanol CN(CCN(CCO)CCCCC)C